dixylyl phosphorochloridate P(OC1=C(C(=CC=C1)C)C)(OC1=C(C(=CC=C1)C)C)(=O)Cl